C1(=CC=C(C2=CC=CC=C12)P(O)(=O)O)P(O)(=O)O 1,4-naphthalenediphosphonic acid